9-(trans-3-((tert-butyldiphenylsilyl)oxy)cyclobutyl)-2-chloro-7,9-dihydro-8H-purin-8-one [Si](C1=CC=CC=C1)(C1=CC=CC=C1)(C(C)(C)C)O[C@@H]1C[C@H](C1)N1C2=NC(=NC=C2NC1=O)Cl